Cl.C(C)OC1=C(C(N(C=C1)C1=CC=CC=C1)=O)C(=O)NC1=CC(=C(C=C1)OC1=C2C(=NC=C1)C=C(S2)C2=NC=C(C=C2)CN2C(CNCC2)C)F 4-ethoxy-N-{3-fluoro-4-[(2-{5-[(methylpiperazin-1-yl)methyl]pyridin-2-yl}thieno[3,2-b]pyridin-7-yl)oxy]phenyl}-2-oxo-1-phenyl-1,2-dihydropyridine-3-carboxamide hydrochloride